N1(C=NC=C1)C=1C=CC(=C(C1)O)C1=CN=C(N=N1)N1CC2(C1)CCN(CC2)C 5-(1H-imidazol-1-yl)-2-[3-(7-methyl-2,7-diazaspiro[3.5]non-2-yl)-1,2,4-triazin-6-yl]phenol